4-((2s,5r)-4-acryloyl-2,5-dimethylpiperazin-1-yl)-6-fluoro-7-(2-fluoro-6-hydroxyphenyl)-1-(2-isopropyl-4-(methylthio)pyridin-3-yl)pyrido[2,3-d]pyrimidin-2(1H)-one C(C=C)(=O)N1C[C@@H](N(C[C@H]1C)C=1C2=C(N(C(N1)=O)C=1C(=NC=CC1SC)C(C)C)N=C(C(=C2)F)C2=C(C=CC=C2O)F)C